Methyl (2S)-3-(4-(2-bromoacetyl)-4-methylchroman-8-yl)-2-methylpropanoate BrCC(=O)C1(CCOC2=C(C=CC=C12)C[C@@H](C(=O)OC)C)C